FC=1C=C(C=CC1F)NC(=O)C=1C(=C(N2[C@H]3[C@@H](CC12)C3)C(=O)OC)C Methyl (1aR,6aR)-5-((3,4-difluorophenyl)carbamoyl)-4-methyl-1,1a,6,6a-tetrahydrocyclopropa[b]pyrrolizine-3-carboxylate